methyl 3-bromo-1-((2-(trimethylsilyl)ethoxy)methyl)-1H-indazole-7-carboxylate BrC1=NN(C2=C(C=CC=C12)C(=O)OC)COCC[Si](C)(C)C